C(C)(C)(C)OC(NC1C=CC(C1)CO)=O (4-(hydroxymethyl)cyclopent-2-en-1-yl)carbamic acid tert-butyl ester